(S)-4-(7-fluoro-imidazo[1,2-a]pyridin-3-yl)-7-((5-(4-methyl-1-oxa-4,8-diaza-spiro[5.5]undecan-8-yl)pyridin-2-yl)amino)isoindolin-1-one FC1=CC=2N(C=C1)C(=CN2)C2=C1CNC(C1=C(C=C2)NC2=NC=C(C=C2)N2C[C@@]1(CN(CCO1)C)CCC2)=O